CN(S(=O)(=O)C1=C(C=CC(=C1)C1=NN=NN1)NCCCCCCCC(F)(F)F)C N,N-dimethyl-5-(1H-tetrazol-5-yl)-2-(8,8,8-trifluorooctylamino)benzenesulfonamide